1,4-diazepin-2-one N=1C(C=NC=CC1)=O